COC([C@@H](N)CC1=CC=CC=C1)=O L-phenylalanine methyl ester